ClC1=C(C=CC(=C1)F)C1=C(C=C(C=C1)N1C(OCC=N1)=O)F (2'-chloro-2,4'-difluorobiphenyl-4-yl)-3,6-dihydro-2H-1,3,4-oxadiazin-2-one